COC=1C=C(C=CC1[N+](=O)[O-])SC1OCC1 ((3-methoxy-4-nitrophenyl)thio)oxetane